6-(1-methyl-1H-pyrazol-4-yl)-4-((cis)-3-(methylamino)cyclobutoxy)pyrazolo[1,5-a]pyrazin-2-amine CN1N=CC(=C1)C=1N=C(C=2N(C1)N=C(C2)N)O[C@@H]2C[C@@H](C2)NC